2-(5-chloro-2,4-difluorophenyl)-N-(1-(4-(2,6-dioxopiperidin-3-yl)-3,5-difluorophenyl)azetidin-3-yl)acetamide ClC=1C(=CC(=C(C1)CC(=O)NC1CN(C1)C1=CC(=C(C(=C1)F)C1C(NC(CC1)=O)=O)F)F)F